FC1=C(N)C(=C(C(=C1F)C1=CC=C(C=C1)C#CC1=CC=C(C=C1)OC(F)(F)F)F)F 2,3,5,6-tetrafluoro-4-[4-[2-[4-(trifluoromethoxy)phenyl]ethynyl]phenyl]aniline